BrC1=CC=C(C=C1)C=1C=CC=2N(C3=CC=CC=C3C2C1)C1=CC=CC=C1 3-(4-bromophenyl)-9-phenylcarbazole